NCC1N(C(C2(C3=CC(=CC=C13)Cl)CC2)=O)CC (aminomethyl)-6'-chloro-2'-ethyl-1',2'-dihydro-3'H-spiro[cyclopropane-1,4'-isoquinoline]-3'-one